S1C(=NN=C1)C=1C=C2C(=NC1)NC=C2C(=O)C=2C(=C(C=CC2F)NS(=O)(=O)CCC)F N-(3-(5-(1,3,4-thiadiazol-2-yl)-1H-pyrrolo[2,3-b]pyridine-3-carbonyl)-2,4-difluorophenyl)-propane-1-sulfonamide